BrC=1C=C2C(=C(C=NC2=CC1)C(=O)NCC(OC)OC)Cl 6-bromo-4-chloro-N-(2,2-dimethoxyethyl)quinoline-3-carboxamide